N-(2-fluorophenyl)-4-methanesulfonylpyridin-3-amine FC1=C(C=CC=C1)NC=1C=NC=CC1S(=O)(=O)C